BrC=1C=C(C(N(C1)CC1=CC(=CC=C1)CN1CCOCC1)=O)C(=O)NC 5-bromo-N-methyl-1-(3-(morpholinomethyl)benzyl)-2-oxo-1,2-dihydropyridine-3-Formamide